FC(OC1=CC=C(COC=2C=C3C(C(=CNC3=CC2)C(=O)O)=O)C=C1)(F)F 6-((4-trifluoromethoxybenzyl)oxy)-4-oxo-1,4-dihydroquinoline-3-carboxylic acid